(2-(4-bromophenyl)-1H-imidazol-4-yl)(3,4,5-trimethoxyphenyl)methanone BrC1=CC=C(C=C1)C=1NC=C(N1)C(=O)C1=CC(=C(C(=C1)OC)OC)OC